BrC1=CC=C(C=C1)C(=O)C1=C(C=CC=C1)NC (4-bromophenyl)(2-(methylamino)phenyl)methanone